CC1OC(CN(C1)C1=CC=C2C=C(N=CC2=C1)NC1CC2(CC(C2)NC(OC(C)(C)C)=O)C1)C tert-butyl (6-((7-(2,6-dimethylmorpholino) isoquinolin-3-yl)amino)spiro[3.3]heptan-2-yl)carbamate